C(C)(=O)N1NC(CC1C1=CC=C(C=C1)C)=C1C(N(C(N(C1=O)C)=O)C)=O 5-(1-acetyl-5-(4-methylphenyl)pyrazolidin-3-ylidene)-1,3-dimethylbarbituric acid